tert-butyl N-[(1R)-1-cyclopropyl-4-[7-fluoro-1-oxo-6-(4,4,5,5-tetramethyl-1,3,2-dioxaborolan-2-yl)-2-isoquinolyl]butyl]carbamate C1(CC1)[C@@H](CCCN1C(C2=CC(=C(C=C2C=C1)B1OC(C(O1)(C)C)(C)C)F)=O)NC(OC(C)(C)C)=O